2-hydroxy-3-(7-methyl-1H-indol-3-yl)propionic acid OC(C(=O)O)CC1=CNC2=C(C=CC=C12)C